ClCCCCP(O)(O)=O (4-chlorobutyl)phosphonic acid